BrC=1C(=NC(=NC1)NC1=C(C=C(C=C1)S(N)(=O)=O)C)NC1=C(C(=O)N)C(=CC=C1)F ((5-bromo-2-((2-methyl-4-sulfamoylphenyl)amino)pyrimidin-4-yl)amino)-6-fluorobenzamide